C1(CC1)C1=NC=CC(=C1)C1=NC=C(C=C1)C1(CC1)NC(=O)C1=CC(=NN1C)C(F)(F)F N-(1-(2'-cyclopropyl-[2,4'-bipyridin]-5-yl)cyclopropyl)-1-methyl-3-(trifluoromethyl)-1H-pyrazole-5-carboxamide